Cl.O water HCL